CC(CN1CCC(CC1)CN1N=C(C=CC1=O)N1N=CC=C1)C 2-[[1-(2-methylpropyl)piperidin-4-yl]methyl]-6-pyrazol-1-yl-pyridazin-3-one